3,5-dichloro-4-((6-dimethylaminopyrimidin-4-yl)oxy)aniline tert-butyl-(S)-3-((6-amino-4-chloro-3-methoxypyridin-2-yl)oxy)pyrrolidine-1-carboxylate C(C)(C)(C)OC(=O)N1C[C@H](CC1)OC1=NC(=CC(=C1OC)Cl)N.ClC=1C=C(N)C=C(C1OC1=NC=NC(=C1)N(C)C)Cl